tert-butyl ((tert-butoxycarbonyl)amino)benzoate C(C)(C)(C)OC(=O)NC1=C(C(=O)OC(C)(C)C)C=CC=C1